ClC1=CC(=C(C(=C1)C)C=1C(NC2(C1O)CCN(CC2)OC)=O)C 3-mono(4-chloro-2,6-dimethylphenyl)-4-monohydroxy-8-methoxy-1,8-diazaspiro[4.5]dec-3-en-2-one